(3R)-3-(4-{[(2R)-3-methylbut-2-yl]oxy}phenyl)hex-4-ynoic acid CC([C@@H](C)OC1=CC=C(C=C1)[C@@H](CC(=O)O)C#CC)C